1,3-dimethylbenzimidazolium acetate C(C)(=O)[O-].C[N+]1=CN(C2=C1C=CC=C2)C